mercaptopropylisopropoxysilane SCCC[SiH2]OC(C)C